Terpinyl-acetate (2-(4-methyl-1-cyclohex-3-enyl) prop-2-yl acetate) CC1=CCC(CC1)C(C)(C)CC(=O)O.C12(C(CCC(C1(C)C)C2)(C)CC(=O)O)C21C(CCC(C2(C)C)C1)(C)C12C(CCC(C1(C)C)C2)C